10-methyl-5,6,9,10-tetrahydro-4H-isoxazolo[3,4-c]pyrido[4',3':3,4]pyrazolo[1,5-a]azepine-11(12H)-carboxamide CC1CC2=NN3C(C=4C(CCC3)=CON4)=C2CN1C(=O)N